COC1=CC=C(C=C1)S(=O)(=O)N1N=C(C=C1)C(=O)NCC=1N=COC1 1-(4-methoxybenzene-1-sulfonyl)-N-[(1,3-oxazol-4-yl)methyl]-1H-pyrazole-3-carboxamide